6-(5-methyl-1H-imidazol-2-yl)pyridazine-3-carboxamide CC1=CN=C(N1)C1=CC=C(N=N1)C(=O)N